C(C1=CC=CC=C1)OC(=O)N[C@H](C(=O)OCC1=CC=CC=C1)CI benzyl (R)-2-((benzyloxycarbonyl) amino)-3-iodopropionate